perfluorophenyl 4-hydroxynicotinate OC1=CC=NC=C1C(=O)OC1=C(C(=C(C(=C1F)F)F)F)F